[PH2](OC#CC=1N=NNC1)=O triazolyl-ethynyl phosphinate